ClC1=C(C(=C(C=C1OC)OC)Cl)C1=CC2=C(N=C(N=C2)N[C@H]2[C@H](COC2)NC(C=C)=O)C(=N1)CNS(=O)(=O)C(C)C N-((3R,4S)-4-((6-(2,6-dichloro-3,5-dimethoxyphenyl)-8-(((1-methylethyl)sulfonamido)methyl)pyrido[3,4-d]pyrimidin-2-yl)amino)tetrahydrofuran-3-yl)acrylamide